C(C)(C)(C)OC(=O)N(C(OC(C)(C)C)=O)C1=NC=CC(=N1)C(=C)OCC tert-butyl N-(tert-butoxycarbonyl)-N-[4-(1-ethoxyethenyl)pyrimidin-2-yl]carbamate